FC(S(=O)(=O)[O-])(F)F.FC(C(C(C(C(C(C(C(F)(F)F)(F)F)(F)F)(F)F)(F)F)(F)F)(F)F)(F)[I+]C1=CC=CC=C1 (perfluoro-n-octyl)phenyl-iodonium trifluoromethanesulfonate